[C@H]12C[C@H](C[C@H](CC1)N2C)O tropan-3β-ol